FC1=C(C=CC(=C1)C(F)(F)F)C1=CN=CN1C 5-(2-fluoro-4-(trifluoromethyl)phenyl)-1-methyl-1H-imidazole